METHYL-3-ISOCYANO-4-CHLOROBENZOATE COC(C1=CC(=C(C=C1)Cl)[N+]#[C-])=O